tert-butyl peroxy-bis(2-ethylhexanoate) O(OC(C(=O)[O-])(CCCC)CC)C(C(=O)OC(C)(C)C)(CCCC)CC